4-(trifluoromethoxy)thiobenzamide FC(OC1=CC=C(C(=S)N)C=C1)(F)F